N-ethyl-2,4-di(p-methoxyphenylthio)aniline C(C)NC1=C(C=C(C=C1)SC1=CC=C(C=C1)OC)SC1=CC=C(C=C1)OC